FC1=C(C(=C(C=C1)N1CCN(CC1)C(CN1N=C(C=2CCCCC12)C(=O)N1C[C@@H]([C@@H](CC1)O)F)=O)C)C 1-(4-(4-Fluoro-2,3-dimethylphenyl)piperazin-1-yl)-2-(3-((3S,4R)-3-fluoro-4-hydroxypiperidin-1-carbonyl)-4,5,6,7-tetrahydro-1H-indazol-1-yl)ethanon